FC=1C(=C2C=NNC2=CC1)C1=CC=2NC(N(C(C2S1)=O)C=1C2=C(C=NC1)C=NN2C)=O 6-(5-fluoro-1H-indazol-4-yl)-3-(1-methylpyrazolo[4,3-c]pyridin-7-yl)-1H-thieno[3,2-d]pyrimidine-2,4-dione